[Si](C)(C)(C(C)(C)C)N=S(=O)(N)C1=CC=C(C=C1)CN(C)CC(F)F N'-(tert-butyldimethylsilyl)-4-(((2,2-difluoroethyl)(methyl)amino)methyl)benzenesulfonimidamide